C(CCCCCC)C(C(=O)O)(CCCCCCCC)C 2-heptyl-2-methyl-decanoic acid